3,4-bis(tert-butoxycarbonyl)adipic acid C(C)(C)(C)OC(=O)C(CC(=O)O)C(CC(=O)O)C(=O)OC(C)(C)C